[4-(2-benzyloxy-ethyl)hex-5-enyloxy]-tert-butyl-dimethyl-silane C(C1=CC=CC=C1)OCCC(CCCO[Si](C)(C)C(C)(C)C)C=C